C(CCCCCCCC)OC1(CC=C(C=C1)N=NC1=CC=CC=C1)OCCCCCCCCC 4,4-dinonyloxyazobenzene